CN1C(CC(CC1C)(C)OC(C(=C)C)=O)(C)C 2-methyl-2-propenoic acid-1,2,2,4,6-pentamethyl-4-piperidyl ester